C(C)OC(CCCCCCCCCCCCCCCCC)=O.ClC1=CC(=C(C=C1)C1CCN(CC1)C1=C(NCCCCCCCCCCCCCCCCCC(=O)N)C=CC=C1)F 2-[4-(4-chloro-2-fluorophenyl)piperidin-1-yl]Anilinestearoamide ethyl-stearate